NC1=CC=C(C(=C1C1=CC(N2[C@@H](CCC2C1)C(=O)OCC(=O)C1=C(C(=NC=C1)CO[Si](C)(C)C(C)(C)C)F)=O)F)Cl 2-(2-(((Tert-butyldimethylsilyl)oxy)methyl)-3-fluoropyridin-4-yl)-2-oxoethyl (3S)-7-(6-amino-3-chloro-2-fluorophenyl)-5-oxo-1,2,3,5,8,8a-hexahydroindolizine-3-carboxylate